dihydrothieno[3,2-c]Pyridine S1CCC=2C=NC=CC21